7-((6-(1,4-diazacycloheptan-1-yl)-5-methylpyridin-3-yl)methyl)-2-butoxyimidazo[2,1-f][1,2,4]triazin-4-amine N1(CCNCCC1)C1=C(C=C(C=N1)CC1=CN=C2C(=NC(=NN21)OCCCC)N)C